N-(4-((6-carbamoyl-7-methoxyquinolin-4-yl)oxy)phenyl)-N-cyclopropylcyclopropane-1,1-dicarboxylic acid amide C(N)(=O)C=1C=C2C(=CC=NC2=CC1OC)OC1=CC=C(C=C1)N(C(=O)C1(CC1)C(=O)O)C1CC1